C1N(CCC2=CC=CC=C12)[C@@H]1N(CCC[C@H]1O)C1=CC(=NC=N1)NC1CCN(CC1)C(C)=O trans-1-(4-((6-((3,4-dihydroisoquinolin-2(1H)-yl)-3-hydroxypiperidin-1-yl)pyrimidine-4-yl)amino)piperidin-1-yl)ethanone